NC=1C=C(C=CC1)C=1N=C(SC1)NC(CNC(OC(C)(C)C)=O)=O Tert-butyl (2-((4-(3-aminophenyl)thiazol-2-yl)amino)-2-oxoethyl)carbamate